C1(CCCC1)NC=1C=C(C=C2C=C(NC12)C1=CC=CC=C1)COCCN1CCOCC1 N-Cyclopentyl-5-((2-morpholinoethoxy)methyl)-2-phenyl-1H-indol-7-amine